COC1=C(C=CC=C1)C1(OC(=C(C1=O)OC(C)=O)N)C 2-(2-methoxyphenyl)-2-methyl-4-acetoxy-5-amino-3(2H)-furanone